2-(1-cyano-1-methyl-ethyl)-N-[6-(difluoromethyl)-2-pyridinyl]-7-ethoxy-imidazo[1,2-a]pyridine-6-carboxamide C(#N)C(C)(C)C=1N=C2N(C=C(C(=C2)OCC)C(=O)NC2=NC(=CC=C2)C(F)F)C1